N-(CYANOMETHYL)-4-(TRIFLUOROMETHYL)-3-PYRIDINECARBOXAMIDE C(#N)CNC(=O)C=1C=NC=CC1C(F)(F)F